2-chloroallyl alcohol ClC(CO)=C